The molecule is the monocarboxylic acid amide resulting from the formal condensation of the aryl amino group of 1-methyl-N-phenylpiperidin-4-amine with propanoic acid. It is a member of piperidines and a monocarboxylic acid amide. CCC(=O)N(C1CCN(CC1)C)C2=CC=CC=C2